2-propyl-di-(4-octyl)phosphine CC(C)P(C(CCC)CCCC)C(CCC)CCCC